C(CCCCCCC\C=C/CCCCCCCCCC)(=O)N gadoleic acid amide